[Cl-].CN(C=1C=CC2=NC3=CC=C(C=C3[S+]=C2C1)N(C1=CC=CC=C1)C)CCCC(=O)O 3-(N-Methyl-(3-carboxypropyl)amino)-7-(N-methyl-N-phenylamino)-phenothiazin-5-ium chloride